N-(7-fluoro-2-methyl-2H-indazol-5-yl)-4-(2-oxa-5,8-diazaspiro[3.5]nonan-8-yl)-2,3-dihydro-1H-pyrrolo[2,3-b]pyridine-1-carboxamide 2,2,2-trifluoroacetate FC(C(=O)O)(F)F.FC1=CC(=CC2=CN(N=C12)C)NC(=O)N1CCC=2C1=NC=CC2N2CCNC1(COC1)C2